1-bromo-2-(cyclopent-3-en-1-yloxy)-3-fluorobenzene BrC1=C(C(=CC=C1)F)OC1CC=CC1